6-(4-fluorophenyl)-4-hydroxy-N-((1s,4S)-4-methylcyclohexyl)-1-(2-morpholinoethyl)-2-oxo-1,2-dihydroquinoline-3-carboxamide FC1=CC=C(C=C1)C=1C=C2C(=C(C(N(C2=CC1)CCN1CCOCC1)=O)C(=O)NC1CCC(CC1)C)O